ClC1=NC(=CC(=C1C#N)C)C 2-chloro-3-cyano-4,6-lutidine